dibenzo-[b,d]-thiophene C1=CC=CC=2SC3=C(C21)C=CC=C3